benzyloxyethanol ammonium [NH4+].C(C1=CC=CC=C1)OC(C)O